(1R,3S,5S)-8-[5-(5-fluoro-2-methoxypyridin-4-yl)-1H-pyrazole-3-carbonyl]-N-[(1r,4r)-4-(2-methoxyethoxy)-4-(trifluoromethyl)cyclohexyl]-8-azabicyclo[3.2.1]octane-3-carboxamide FC=1C(=CC(=NC1)OC)C1=CC(=NN1)C(=O)N1[C@H]2CC(C[C@@H]1CC2)C(=O)NC2CCC(CC2)(C(F)(F)F)OCCOC